COCC(CC(C)C)(CCC)COC 4,4-bis(methoxymethyl)-2-methylheptane